C1(CC1)C1=C(C=C(C(=O)N[C@](CC2CC2)(C)C2=NOC(=N2)C)C=C1)C=1C=NC(=CC1)F 4-cyclopropyl-N-[(2S)-1-cyclopropyl-2-(5-methyl-1,2,4-Oxadiazol-3-yl)propan-2-yl]-3-(6-fluoropyridin-3-yl)benzamide